1-tridecanoyl-2-heneicosanoyl-glycero-3-phospho-(1'-sn-glycerol) CCCCCCCCCCCCCCCCCCCCC(=O)O[C@H](COC(=O)CCCCCCCCCCCC)COP(=O)(O)OC[C@H](CO)O